2-(2-chloro-4'-ethoxy-[1,1'-biphenyl]-4-yl)-6-fluoroquinoline-4-carboxylic acid ClC1=C(C=CC(=C1)C1=NC2=CC=C(C=C2C(=C1)C(=O)O)F)C1=CC=C(C=C1)OCC